N-(7,8-dimethoxy-2,3-dihydro-imidazo[1,2-c]quinazolin-5-yl)-nicotinamide COC1=C(C=CC=2C=3N(C(=NC12)NC(C1=CN=CC=C1)=O)CCN3)OC